6'-(((1S,3S)-3-((6-(Difluoromethoxy)benzo[d]oxazol-2-yl)amino)cyclopentyl)amino)-2H-[1,3'-bipyridin]-2-one FC(OC1=CC2=C(N=C(O2)N[C@@H]2C[C@H](CC2)NC2=CC=C(C=N2)N2C(C=CC=C2)=O)C=C1)F